(2R,4s,6S)-6-(4-(2-oxa-6-azaspiro[3.3]heptane-6-carbonyl)phenyl)-7-((5-methoxy-7-methyl-1H-indol-4-yl)methyl)-7-azaspiro[3.5]nonane-2-carbonitrile C1OCC12CN(C2)C(=O)C2=CC=C(C=C2)[C@@H]2CC1(CC(C1)C#N)CCN2CC2=C1C=CNC1=C(C=C2OC)C